COC=1C(=CC2=C([C@@H]3CC4=C(CN3CC2)C(=C(C=C4)OC)C=O)C1)OC (S)-2,3,10-trimethoxy-9-formyl-6,8,13,13a-tetrahydro-5H-dibenzo[a,g]quinolizine